COC1=CC=C(C=C1)NC(NNC(C1=C(N=C(C=C1)C)C1=CC=C(C=C1)OC)=O)=O 4-(4-methoxyphenyl)-1-(2-(4-methoxyphenyl)-6-methylnicotinoyl)semicarbazide